CC(CCCCCC)N(C(C)=O)C(CCCCCC)C N,N-di(1-methyl-heptyl)acetamide